FC1(CCOC12CCC(CC2)NC(=O)C2C[C@H]1CC[C@@H](C2)N1C(=O)C1=NNC(=C1)C1=CC(=NC=C1F)OC)F (1R,3s,5S)-N-(4,4-difluoro-1-oxaspiro[4.5]decan-8-yl)-8-(5-(5-fluoro-2-methoxypyridin-4-yl)-1H-pyrazole-3-carbonyl)-8-azabicyclo[3.2.1]octane-3-carboxamide